BrC1=C2C=CN(C2=C(C(=C1OC=1C=CC(=C(C#N)C1)F)F)F)S(=O)(=O)C1=CC=C(C=C1)C 5-[4-bromo-6,7-difluoro-1-(p-tolylsulfonyl)indol-5-yl]oxy-2-fluoro-benzonitrile